ClC1=CC=C(C=C1)N1C(=NN=C1COC)[C@@H]1CC[C@H](CC1)OC1=NC=CC=C1 trans-2-(4-(4-(4-chlorophenyl)-5-(methoxymethyl)-4H-1,2,4-triazol-3-yl)cyclohexyl-oxy)pyridine